4-chlorophenetole ClC1=CC=C(C=C1)OCC